CSC1=NN2C(N=C(C=C2C2=CC=CC=C2)C2=CC=CC=C2)=N1 2-methylsulfanyl-5,7-diphenyl-(1,2,4)triazolo(1,5-a)pyrimidine